CC(CC=C(C(=O)OC)C(=O)OC)C dimethyl (3-methylbutylidene)malonate